5-quinolinesulfonyl chloride hydrochloride Cl.N1=CC=CC=2C(=CC=CC12)S(=O)(=O)Cl